CC=1C(=NC=CC1)NC=1SC=C(N1)C1=NC=C(C=C1)OC1CCOCC1 N-(3-methylpyridin-2-yl)-4-(5-(tetrahydro-2H-pyran-4-yloxy)pyridin-2-yl)thiazol-2-amine